cyclobut-1-enecarboxylic acid C1(=CCC1)C(=O)O